C1(CC1)N1C(C(=CC=C1)NC(=O)C1=CC2=CN(N=C2C=C1OC)C1CCC(CC1)CO)=O N-(1-cyclopropyl-2-oxo-1,2-dihydropyridin-3-yl)-2-((1r,4r)-4-(hydroxymethyl)cyclohexyl)-6-methoxy-2H-indazole-5-carboxamide